N1(CCOCC1)C1=CC=C(N)C=C1 4-morpholinyl-aniline